tert-Butyl (7-chloro-5-(4-(trifluoromethyl)phenyl)benzofuran-2-yl)methylcarbamate ClC1=CC(=CC=2C=C(OC21)CNC(OC(C)(C)C)=O)C2=CC=C(C=C2)C(F)(F)F